tert-butyl N-[5-oxo-5-phenyl-2-(2,2,2-trifluoroethyl)pentyl]carbamate O=C(CCC(CNC(OC(C)(C)C)=O)CC(F)(F)F)C1=CC=CC=C1